ClC=1C=C(C=CC1F)[C@H](NC(=O)N1[C@@H](C(NCC1)=O)C)C1=NN(C=C1)C(F)F (2R)-N-((S)-(3-chloro-4-fluorophenyl)(1-(difluoromethyl)-1H-pyrazol-3-yl)methyl)-2-methyl-3-oxopiperazine-1-carboxamide